BrC1=C(C=NN1CC)CC(=O)OC methyl 2-(5-bromo-1-ethyl-1H-pyrazol-4-yl)acetate